C(C1=CC=CC=C1)(=O)N1C(N(C=CC1=O)[C@H]1[C@@H]([C@@H]([C@H](O1)/C=C/P(OC)(OC)=O)O)SC)=O dimethyl ((E)-2-((2R,3R,4R,5R)-5-(3-benzoyl-2,4-dioxo-3,4-dihydropyrimidin-1(2H)-yl)-3-hydroxy-4-(methylthio)tetrahydrofuran-2-yl)vinyl)phosphonate